8-[6-(2-methoxypropan-2-yl)pyridin-3-yl]-3-methyl-6-oxo-2H,3H,4H,6H-pyrimido[2,1-b][1,3]thiazine-7-carbonitrile COC(C)(C)C1=CC=C(C=N1)C=1N=C2SCC(CN2C(C1C#N)=O)C